COC=1C=CC(=NC1)COC=1C=C2C(=NC1)OC(=N2)C=2C=CC(N(N2)C)=O 6-(6-[(5-Methoxypyridin-2-yl)methoxy]-[1,3]oxazolo[5,4-b]pyridin-2-yl)-2-methyl-2,3-dihydropyridazin-3-one